5-amino-1-((1s,3s)-3-hydroxycyclobutyl)-3-(2-phenylquinolin-7-yl)-1H-pyrazole-4-carboxamide NC1=C(C(=NN1C1CC(C1)O)C1=CC=C2C=CC(=NC2=C1)C1=CC=CC=C1)C(=O)N